C(=C)(C)C1=NN(C2=CC(=CC=C12)[N+](=O)[O-])C 3-isopropenyl-1-methyl-6-nitro-indazole